bis(2-ethylhexyl)[(4-methyl-2H-1,2,3-benzotriazol-2-yl)methyl]amine C(C)C(CN(CN1N=C2C(=N1)C=CC=C2C)CC(CCCC)CC)CCCC